5-Methyl-N-(3-(3-((4-methyl-4H-1,2,4-triazol-3-yl)methyl)oxetan-3-yl)phenyl)-2-(trifluoromethyl)pyrazolo[1,5-a]pyrimidine-7-carboxamide CC1=NC=2N(C(=C1)C(=O)NC1=CC(=CC=C1)C1(COC1)CC1=NN=CN1C)N=C(C2)C(F)(F)F